C[C@@]1(CN(CC1)C1CCC=2C1=NNC(C2C(F)(F)F)=O)C(=O)N2CCN(CC2)C2=NC=C(C#N)C=C2 6-(4-((3R)-3-methyl-1-(3-oxo-4-(trifluoromethyl)-3,5,6,7-tetrahydro-2H-cyclopenta[C]pyridazin-7-yl)pyrrolidin-3-carbonyl)piperazin-1-yl)nicotinonitrile